FC1=CC=C(C=C1)CCC(=O)NC1CCN(CC1)C=1C2=C(N=CN1)C(=CS2)C2=CC=CC=C2 3-(4-fluorophenyl)-N-(1-(7-phenylthieno[3,2-d]pyrimidin-4-yl)piperidin-4-yl)propionamide